C1(CC2C(CC1)O2)CC[Si](C)(C)OC {2-(3,4-epoxycyclohexyl)ethyl}methoxydimethylsilane